ClC=1C=NC(=NC1)CN1C(=NC2=C1C=C(C=C2F)F)N2C[C@H](C(CC2)(F)F)N (3R)-1-(1-((5-chloro-2-pyrimidinyl)methyl)-4,6-difluoro-1H-benzimidazol-2-yl)-4,4-difluoro-3-piperidinamine